methanesulfonic acid hydrate O.CS(=O)(=O)O